methyl 2-[[(4S)-2-[[2-chloro-3-[2-chloro-3-(3-fluoro-4-formyl-5-methoxy-phenyl)phenyl]phenyl]carbamoyl]-4,5,6,7-tetrahydropyrazolo[1,5-a]pyridin-4-yl]amino]acetate ClC1=C(C=CC=C1C1=C(C(=CC=C1)C1=CC(=C(C(=C1)OC)C=O)F)Cl)NC(=O)C1=NN2C([C@H](CCC2)NCC(=O)OC)=C1